FC=1C=NC=CC1C(O)C1=NN(C=C1)CC(F)(F)F (3-Fluoropyridin-4-yl)(1-(2,2,2-trifluoroethyl)-1H-pyrazol-3-yl)methanol